BrC1=CC=2C(C3=CC(=CC=C3NC2C=C1)Br)(C)C 2,7-dibromo-9,9-dimethylacridine